6-Chloro-2-(trifluoromethyl)quinoline-4-ol ClC=1C=C2C(=CC(=NC2=CC1)C(F)(F)F)O